2-(4-chloro-3-fluorophenoxy)-N-[(3R,6S)-6-{5-[2-(trifluoro-methoxy)ethoxy]-1,3,4-oxadiazol-2-yl}piperidin-3-yl]acetamide ClC1=C(C=C(OCC(=O)N[C@H]2CN[C@@H](CC2)C=2OC(=NN2)OCCOC(F)(F)F)C=C1)F